2-fluoro-4-(4-(pyrazolo[1,5-a]pyridin-3-yloxy)-7-(pyrrolidin-3-ylmethyl)-7H-pyrrolo[2,3-d]pyrimidin-5-yl)benzonitrile FC1=C(C#N)C=CC(=C1)C1=CN(C=2N=CN=C(C21)OC=2C=NN1C2C=CC=C1)CC1CNCC1